[Na+].N(CCCCCCN(CC(=O)[O-])CC(=O)[O-])(CC(=O)[O-])CC(=O)[O-].[Na+].[Na+].[Na+] hexamethylenediaminetetraacetic acid sodium salt